methyl (1R,2S,5S)-3-[N-(tert-butoxycarbonyl)-3-methyl-L-valyl]-6,6-dimethyl-3-azabicyclo[3.1.0]hexane-2-carboxylate C(C)(C)(C)OC(=O)N[C@@H](C(C)(C)C)C(=O)N1[C@@H]([C@H]2C([C@H]2C1)(C)C)C(=O)OC